N-(6-(4,5-dimethyloxazol-2-yl)-5-(trifluoromethyl)pyridin-3-yl)-1-(2-carbonyl-1,2-dihydrobenzo[cd]indol-6-yl)-5-(trifluoromethyl)-1H-pyrazole-4-carboxamide CC=1N=C(OC1C)C1=C(C=C(C=N1)NC(=O)C=1C=NN(C1C(F)(F)F)C=1C=2C3=C(C(NC3=CC1)=C=O)C=CC2)C(F)(F)F